Br[SiH2]N1[Si](N[Si](N[Si]1(C)C)(C)C)(C)C 1-bromosilyl-2,2,4,4,6,6-hexamethylcyclotrisilazane